benzyl (S)-(5-(2-amino-4-chloro-3H-imidazo[4,5-c]pyridin-3-yl)hexyl)carbamate NC1=NC2=C(C(=NC=C2)Cl)N1[C@H](CCCCNC(OCC1=CC=CC=C1)=O)C